C(C)(C)(C)OC(=O)N[C@H](C(=O)N1[C@@H]([C@H]2C([C@H]2C1)(C)C)C(=O)O)[C@@H](C)OC1(CC1)C (1R,2S,5S)-3-[(2S,3R)-2-(tert-butoxycarbonylamino)-3-(1-methylcyclopropoxy)butanoyl]-6,6-dimethyl-3-azabicyclo[3.1.0]hexane-2-carboxylic acid